1-(3-((3-aminopyrrolidin-1-yl)sulfonyl)propyl)-3-(4-(2-(4-methoxyphenyl)-propan-2-yl)thiazol-2-yl)-urea NC1CN(CC1)S(=O)(=O)CCCNC(=O)NC=1SC=C(N1)C(C)(C)C1=CC=C(C=C1)OC